Cl.C12CN(CC(CC1)N2)C2=NC(=C(C=1CN(CCC21)C2=CC(=CC1=CC=CC=C21)O)C#N)OC[C@H]2N(CCC2)C 1-(3,8-diazabicyclo[3.2.1]octan-3-yl)-6-(3-hydroxynaphthalen-1-yl)-3-(((S)-1-methylpyrrolidin-2-yl)methoxy)-5,6,7,8-tetrahydro-2,6-naphthyridine-4-carbonitrile, hydrochloride